N-(5-cyano-4-((1-(methylthio)propan-2-yl)oxy)pyridin-2-yl)-7-formyl-6-((4-methyl-2-oxopiperazin-1-yl)methyl)-3,4-dihydro-1,8-naphthyridine-1(2H)-carboxamide C(#N)C=1C(=CC(=NC1)NC(=O)N1CCCC2=CC(=C(N=C12)C=O)CN1C(CN(CC1)C)=O)OC(CSC)C